N-(2,5-dioxo-1-phenyl-3-pyrrolidinyl)-N-phenylmaleamic acid O=C1N(C(CC1N(C(\C=C/C(=O)O)=O)C1=CC=CC=C1)=O)C1=CC=CC=C1